The molecule is a 3-[beta-D-glucopyranosyl-(1->6)-beta-D-galactopyranosyl]-1,2-diacyl-sn-glycerol in which the acyl groups at O-1 and O-2 are both acetyl. A synthetic acyl homologue of the beta-glycolipid antigens (beta-GGLs) of Mycoplasma pneumoniae. CC(=O)OC[C@H](CO[C@H]1[C@@H]([C@H]([C@H]([C@H](O1)CO[C@H]2[C@@H]([C@H]([C@@H]([C@H](O2)CO)O)O)O)O)O)O)OC(=O)C